di-tert-butyl-phosphate C(C)(C)(C)OP(=O)(OC(C)(C)C)[O-]